FC1(CC1)CN1N=CC=2C1=CN=C(C2)[C@@H](C)NC(CC2=CC=C(C=C2)C(C)C)=O (R)-N-(1-(1-((1-fluorocyclopropyl)methyl)-1H-pyrazolo[3,4-c]pyridin-5-yl)ethyl)-2-(4-isopropylphenyl)acetamide